CC1=CC=CC(=N1)C=1N=C2N(CCN2)C1C1=CC(OC=C1)=O 4-(6-(6-Methylpyridin-2-yl)-2,3-dihydro-1H-imidazo[1,2-a]imidazol-5-yl)-2H-pyran-2-one